2-(2-amino-6-(piperidin-1-yl)-9H-purin-9-yl)-N-(1-ethyl-3-methyl-1H-pyrazol-5-yl)acetamide palladium [Pd].NC1=NC(=C2N=CN(C2=N1)CC(=O)NC1=CC(=NN1CC)C)N1CCCCC1